N-[3-(2-aminoquinoxalin-6-yl)-2,4-difluorophenyl]-5-chloro-2-methoxypyridine NC1=NC2=CC=C(C=C2N=C1)C=1C(=C(C=CC1F)N1C(C=CC(=C1)Cl)OC)F